OC1=CC=C2CC(C(C2=C1)=O)=CC1=CC(=C(C(=C1)O)O)O 6-hydroxy-2-(3,4,5-trihydroxybenzylidene)-2,3-dihydro-1H-inden-1-one